tert-butyl-4-bromobenzoate C(C)(C)(C)OC(C1=CC=C(C=C1)Br)=O